tungsten-tin copper [Cu].[Sn].[W]